CC1=NN(C2=CC=C(C(=C12)B1OC(C(O1)(C)C)(C)C)C)C1OCCCC1 3,5-dimethyl-1-(tetrahydro-2H-pyran-2-yl)-4-(4,4,5,5-tetramethyl-1,3,2-dioxaborolan-2-yl)-1H-indazole